(1S,3R)-2-(2-Fluoro-2-methylpropyl)-1-(5-((1-(3-fluoropropyl)azetidin-3-yl)thio)thiophen-2-yl)-3-methyl-2,3,4,9-tetrahydro-1H-pyrido[3,4-b]indole FC(CN1[C@@H](C=2NC3=CC=CC=C3C2C[C@H]1C)C=1SC(=CC1)SC1CN(C1)CCCF)(C)C